piperidin-4-yl (1s,3s)-3-(((6-(5-(6-methylpyridin-2-yl)-1H-imidazol-4-yl)quinolin-3-yl)amino)methyl)cyclobutane-1-carboxylate CC1=CC=CC(=N1)C1=C(N=CN1)C=1C=C2C=C(C=NC2=CC1)NCC1CC(C1)C(=O)OC1CCNCC1